C(C)(C)(C)O[C@@H](C)C1C(N([C@H](C(N1CC1=NC=CC=C1)=O)C)C)=O (6S)-3-((S)-1-(t-Butoxy)ethyl)-1,6-dimethyl-4-(pyridin-2-ylmethyl)piperazine-2,5-dione